3-(3-butylphenyl)-isoxazole C(CCC)C=1C=C(C=CC1)C1=NOC=C1